[2H]C(N1CCC(CC1)NC1=C2C=C(N(C2=CC=C1)CC(F)(F)F)C#CCCC1=C(C=C(C=C1)S(=O)(=O)C)OC)([2H])[2H] (1-trideuteriomethyl-4-piperidyl)(2-{4-[2-methoxy-4-(methylsulfonyl)phenyl]-1-butynyl}-1-(2,2,2-trifluoroethyl)-1H-indol-4-yl)amine